FC=1C(=C(C=CC1F)[C@@H]1[C@@H](O[C@@]([C@H]1C)(C(F)(F)F)C)C(=O)NC1=C(C(=NC=C1)C(=O)N)F)OC 4-[[(2R,3R,4S,5S)-3-(3,4-difluoro-2-methoxy-phenyl)-4,5-dimethyl-5-(trifluoromethyl)tetrahydrofuran-2-carbonyl]amino]-3-fluoro-pyridine-2-carboxamide